ClC1=C(C(=O)NC(C(=O)O)CCCCCC2C(C2)C2=NC=3NCCCC3C=C2)C(=CC=C1)Cl 2-(2,6-dichlorobenzamido)-7-(2-(5,6,7,8-tetrahydro-1,8-naphthyridin-2-yl)cyclopropyl)heptanoic acid